Methyl 5-(methylamino)-6-(3-methylimidazo[4,5-c]pyridin-7-yl)-3-[3-(1-methyl-4-piperidyl)anilino]pyrazine-2-carboxylate CNC=1N=C(C(=NC1C=1C2=C(C=NC1)N(C=N2)C)C(=O)OC)NC2=CC(=CC=C2)C2CCN(CC2)C